1,2-di(diphenylphosphino)benzene C1(=CC=CC=C1)P(C1=C(C=CC=C1)P(C1=CC=CC=C1)C1=CC=CC=C1)C1=CC=CC=C1